[Si](C1=CC=CC=C1)(C1=CC=CC=C1)(C(C)(C)C)OC(CC1SC([S+](CC1)O)(C)C)CCCC {2-[(tert-butyldiphenylsilyl)oxy]hexyl}-2,2-dimethyl-1,3-dithian-1-ium-1-ol